CN(C)C(=[N+]1N=[N+](C2=NC=CC=C21)[O-])N(C)C 1-[bis(dimethylamino)methylene]-1H-1,2,3-triazolo[4,5-b]pyridinium 3-oxid